1-carboxyethyl-3-methylimidazole nitrate salt [N+](=O)(O)[O-].C(=O)(O)C(C)C1=NC=CN1C